BrC1=NN(C(=C1)C(=O)NC1=C(C=C(C=C1C(NC)=O)C#N)C)C1=NC=CC=C1Cl 3-bromo-1-(3-chloro-2-pyridyl)-4'-cyano-2'-methyl-6'-(methylcarbamoyl)pyrazole-5-carboxanilide